The molecule is an organoammonium salt that is the ethanolamine salt of piroctone. It has a role as an antiseborrheic and a drug allergen. It is an organoammonium salt and a hydroxypyridone antifungal drug. It contains an ethanolaminium(1+) and a piroctone. CC1=CC(=O)N(C(=C1)CC(C)CC(C)(C)C)[O-].C(CO)[NH3+]